2-hydroxy-3-(3-(bis(trimethylsiloxy)methylsilyl)propoxy)acrylamide OC(C(=O)N)=COCCC[SiH2]C(O[Si](C)(C)C)O[Si](C)(C)C